1,3-bis(hydroxypropyl)tetramethyldisiloxane OCCC[Si](O[Si](CCCO)(C)C)(C)C